[Si](C1=CC=CC=C1)(C1=CC=CC=C1)(C(C)(C)C)OCC1OCC(OC1)C(C(=O)OC)(F)F Methyl 2-(5-(((tert-butyldiphenylsilyl) oxy) methyl)-1,4-dioxane-2-yl)-2,2-difluoroacetate